ClC1=CC(=C(C=C1)[C@@]1(OC2=C(O1)C=CC=C2C2CCN(CC2)CC=2N(C(=C(N2)F)/C=C/C(=O)O)C[C@H]2OCC2)C)F (E)-3-(2-((4-((S)-2-(4-chloro-2-fluorophenyl)-2-methylbenzo[d][1,3]dioxol-4-yl)piperidin-1-yl)methyl)-4-fluoro-1-(((S)-oxetan-2-yl)methyl)-1H-imidazol-5-yl)acrylic acid